C(C)OC(\C=C/C1=CC=C(C=C1)Cl)=O (Z)-3-(4-chlorophenyl)acrylic acid ethyl ester